NC(CN(C(=O)OC(C)(C)C)NC(=O)[C@H]1N(CCC1)C(=O)OCC1=CC=CC=C1)=O Benzyl (2S)-2-[[(2-Amino-2-Oxo-Ethyl)-Tert-Butoxycarbonyl-Amino]Carbamoyl]Pyrrolidine-1-Carboxylate